OC(CCCCCCCCC(=O)O)CC=CCCCCCCCCCCC 10-Hydroxy-tetracos-12-enoic acid